9-(2-(2-chlorophenoxy)ethyl)-9H-purin-6-amine ClC1=C(OCCN2C3=NC=NC(=C3N=C2)N)C=CC=C1